ClC=1N=C(C2=C(N1)CN(C2)C#N)C2=CC=C(C=C2)F 2-chloro-4-(4-fluorophenyl)-5,7-dihydro-6H-pyrrolo[3,4-d]pyrimidine-6-carbonitrile